3-(4-methylbenzylideneamino)-1,3-thiazolidine-2,4-dione CC1=CC=C(C=NN2C(SCC2=O)=O)C=C1